t-butyldiphenyl-silylether C(C)(C)(C)[Si](C1=CC=CC=C1)(C1=CC=CC=C1)O[Si](C(C)(C)C)(C1=CC=CC=C1)C1=CC=CC=C1